8-Chloro-2-(4-(6-(fluoromethyl)pyridin-2-yl)but-3-ynyl)-imidazo[1,2-a]pyridine ClC=1C=2N(C=CC1)C=C(N2)CCC#CC2=NC(=CC=C2)CF